The molecule is a divalent metal cation, an iron cation and a monoatomic dication. It has a role as a human metabolite, a Saccharomyces cerevisiae metabolite, a mouse metabolite and a cofactor. [Fe+2]